(S)-1-(4-(2-(6-((R)-3-aminopiperidine-1-carbonyl)-4-methoxy-3-methylpyrazolo[1,5-a]pyridin-2-yl)-1-(cyclopropylmethyl)-1H-indol-7-yl)piperidin-1-yl)-2-methoxypropan-1-one N[C@H]1CN(CCC1)C(=O)C=1C=C(C=2N(C1)N=C(C2C)C=2N(C1=C(C=CC=C1C2)C2CCN(CC2)C([C@H](C)OC)=O)CC2CC2)OC